4-((2-(trifluoromethyl)quinolin-4-yl)oxy)piperidine-1-carboxylic acid tert-butyl ester C(C)(C)(C)OC(=O)N1CCC(CC1)OC1=CC(=NC2=CC=CC=C12)C(F)(F)F